2-(4-(1-bromoethyl)phenyl)-N,N-dimethylpyridin-3-amine BrC(C)C1=CC=C(C=C1)C1=NC=CC=C1N(C)C